FC1=NC=CC=C1C=1C=C2C(=NNC2=CC1)C(=O)NCC1=CC=NC=C1 5-(2-fluoropyridin-3-yl)-N-(pyridin-4-ylmethyl)-1H-indazole-3-carboxamide